N=1C=NN2C=NC(=CC21)OC2=C(C=C(C=C2)NC2=NC=NC1=CC=C(C=C21)OC2CC1CCC(C2)N1C(C=C)=O)C 1-(endo-3-((4-((4-([1,2,4]Triazolo[1,5-c]pyrimidin-7-yloxy)-3-methylphenyl)amino)quinazolin-6-yl)oxy)-8-azabicyclo[3.2.1]octan-8-yl)prop-2-en-1-one